CONC(C)C N-(S)-methoxyisopropylamine